2-(1-chlorocyclopropyl)-1-(2-chlorophenyl)-3-hydrazinopropan-2-ol hydrochloride Cl.ClC1(CC1)C(CC1=C(C=CC=C1)Cl)(CNN)O